CN(C)CC1(CC1)COC1=NC2=C(C(=CC=C2C(=N1)N1CC2(CNC(N2)=O)CCC1)C1=CC(=CC2=CC=C(C(=C12)CC)F)O)F 7-(2-((1-((dimethylamino)methyl)cyclopropyl)methoxy)-7-(8-ethyl-7-fluoro-3-hydroxynaphthalen-1-yl)-8-fluoroquinazolin-4-yl)-1,3,7-triazaspiro[4.5]decan-2-one